3-CYANOMETHYLPHENYLBORONIC ACID C(#N)CC=1C=C(C=CC1)B(O)O